N-(toluenesulfonyl)methacrylamide C(C1=CC=CC=C1)S(=O)(=O)NC(C(=C)C)=O